N-cyclohexyl-2-(4-(2-((4-(difluoromethoxy)phenyl)amino)-2-oxoethoxy)-3-methoxyphenyl)-2-oxoacetamide C1(CCCCC1)NC(C(=O)C1=CC(=C(C=C1)OCC(=O)NC1=CC=C(C=C1)OC(F)F)OC)=O